C(C)(C)(C)OC(NCC1=C(C=2C=NC=CC2N1)Cl)=O ((3-chloro-1H-pyrrolo[3,2-c]pyridin-2-yl)methyl)carbamic acid tert-butyl ester